C1(CC1)C1=C(C(=NO1)C=1C(=NC=CC1)C(F)(F)F)C1=CC2(C1)CCN(CC2)C=2C=C1C(=CC=NC1=CC2)OC 6-(2-(5-Cyclopropyl-3-(2-(trifluoromethyl)pyridin-3-yl)isoxazol-4-yl)-7-azaspiro[3.5]non-1-en-7-yl)-4-methoxychinolin